nitro-2'-hydroxybiphenyl-3-formic acid [N+](=O)([O-])C1=C(C=CC=C1C(=O)O)C1=C(C=CC=C1)O